C(C)(C)(C)C=1C=C(C=C(C1)C(C)(C)C)NC=1C=C(C=CC1)C1=C(C=C(C=C1C)C)C N-(3,5-di-tert-butylphenyl)-2',4',6'-trimethyl-[1,1'-biphenyl]-3-amine